(S)-N-(3,4-difluorobenzyl)-5-(3-(5-methyl-1,3,4-oxadiazol-2-yl)-2-(2-(1-methyl-1H-pyrazol-4-yl)ethyl)-5-oxo-7,8,9,9a-tetrahydro-5H-pyrido[2,3-a]pyrrolizin-4-yl)thiophene-2-carboxamide FC=1C=C(CNC(=O)C=2SC(=CC2)C2=C(C(=NC3=C2C(N2CCC[C@@H]32)=O)CCC=3C=NN(C3)C)C=3OC(=NN3)C)C=CC1F